Bis(acetonitrile) Palladium (II) chloride [Pd](Cl)Cl.C(C)#N.C(C)#N